BrC1=CC=C(C=C1)[C@H](C(F)(F)F)O (R)-1-(4-bromophenyl)-2,2,2-trifluoroethanol